The molecule is a spiro-epoxide with potent anticancer activity that lowers the mRNA levels of oncogenes and tumour supressor genes. It is isolated from Pseudomonas sp. no.2663. It has a role as an antimicrobial agent, an antineoplastic agent and a bacterial metabolite. It is an acetate ester, a cyclic hemiketal, a member of pyrans, a monocarboxylic acid amide and a spiro-epoxide. C[C@H]1C[C@H]([C@H](O[C@H]1C/C=C(\\C)/C=C/[C@@H]2[C@H]([C@@]3(C[C@@](O2)(C)O)CO3)O)C)NC(=O)/C=C\\[C@H](C)OC(=O)C